(4EZ)-4-(((4-fluorophenyl)amino)(methylthio)methylene)-1-[6-(trifluoromethyl)pyridin-3-yl]-tetrahydropyridazine tin [Sn].FC1=CC=C(C=C1)NC(SC)=C1CNN(CC1)C=1C=NC(=CC1)C(F)(F)F